C(C)(C)(C)N1N=CC(=C1)C(=O)NCC1=C(C=C(C=C1)C1=NC(=NC=C1)NC=1C=NN(C1)CC)C 1-(tert-butyl)-N-(4-(2-((1-ethyl-1H-pyrazol-4-yl)amino)pyrimidin-4-yl)-2-methylbenzyl)-1H-pyrazole-4-carboxamide